(4-trifluoromethyl-phenyl)benzanilide FC(C1=CC=C(C=C1)C1=C(C(=O)NC2=CC=CC=C2)C=CC=C1)(F)F